ClC=1C=C(C=NC1N1CCNCC1)C(=O)OCCCC1=CC=CC=C1 3-phenylpropyl 5-chloro-6-piperazin-1-yl-pyridine-3-carboxylate